7-(1,4-diazepan-1-yl)-2-[5-(6-methyl-2-pyridyl)-1H-imidazol-4-yl]-1,5-naphthyridine N1(CCNCCC1)C1=CN=C2C=CC(=NC2=C1)C=1N=CNC1C1=NC(=CC=C1)C